N-(3-hydroxy-3-phenylpropyl)carbamic acid 1,1-dimethylethyl ester CC(C)(C)OC(NCCC(C1=CC=CC=C1)O)=O